NC=1C2=C(N=CN1)N(C(=C2C2=CC=C(C=C2)OC2=CC=CC=C2)C#CC2[C@@H]1CN(C[C@H]21)C(\C=C\CN2CC(CC2)F)=O)C (E)-1-((1R,5S,6s)-6-((4-amino-7-methyl-5-(4-phenoxyphenyl)-7H-pyrrolo[2,3-d]pyrimidin-6-yl)ethynyl)-3-azabicyclo[3.1.0]hexan-3-yl)-4-(3-fluoropyrrolidin-1-yl)but-2-en-1-one